C(C)(=O)[O-].[K+].ClC1=C(C=C(C(=C1)F)C1=NC=C(C=C1Cl)C(F)(F)F)CO [2-chloro-5-[3-chloro-5-(trifluoromethyl)-2-pyridyl]-4-fluoro-phenyl]methanol Potassium acetate